5-(((6aS,8R)-6a-(difluoromethyl)-2-(3-fluoro-2-hydroxyphenyl)-5,6,6a,7,8,9-hexahydropyrrolo[1',2':4,5]pyrazino[2,3-c]pyridazin-8-yl)oxy)-3,6-dimethylpyrazine-2-carbaldehyde FC([C@@]12N(C=3C(=NN=C(C3)C3=C(C(=CC=C3)F)O)NC1)C[C@@H](C2)OC=2N=C(C(=NC2C)C=O)C)F